ClC=1C=C2C(OCC=3C=CC(=CC3C3=CC(=C(C(NS(C(C1OC)=C2)(=O)=O)=C3)F)F)F)=O 13-chloro-4,19,20-trifluoro-14-methoxy-16,16-dioxo-9-oxa-16λ6-thia-17-azatetracyclo[16.3.1.111,15.02,7]tricosa-1(21),2(7),3,5,11,13,15(23),18(22),19-nonaen-10-one